2-(4-cyanophenyl)-N-(4-fluorophenyl)-4-hydroxy-6-oxo-3,6-dihydro-2H-1,2-oxazin-5-carboxamide C(#N)C1=CC=C(C=C1)N1OC(C(=C(C1)O)C(=O)NC1=CC=C(C=C1)F)=O